The molecule is a sphingomyelin 41:1 in which the N-acyl group and sphingoid base are specified as tricosanoyl and sphingosine respectively. It has a role as a mouse metabolite and a ceramide allergen. It derives from a tricosanoic acid. CCCCCCCCCCCCCCCCCCCCCCC(=O)N[C@@H](COP(=O)([O-])OCC[N+](C)(C)C)[C@@H](/C=C/CCCCCCCCCCCCC)O